2-naphthalen-2-yl-benzoxazole C1=C(C=CC2=CC=CC=C12)C=1OC2=C(N1)C=CC=C2